2-(4-((2S,5R)-2,5-diethyl-4-(1-(2-methylimidazo[1,2-b]pyridazin-6-yl)ethyl)piperazin-1-yl)-1-methyl-2-oxo-1,2-dihydropyrazolo[1,5-a][1,3,5]triazin-7-yl)acetonitrile C(C)[C@@H]1N(C[C@H](N(C1)C(C)C=1C=CC=2N(N1)C=C(N2)C)CC)C2=NC(N(C=1N2N=C(C1)CC#N)C)=O